tert-Butyl (3-((6-cyclopropyl-2-(3-(4-(trifluoromethoxy)phenyl)ureido)pyrimidin-4-yl)amino)propyl)(methyl)carbamate C1(CC1)C1=CC(=NC(=N1)NC(=O)NC1=CC=C(C=C1)OC(F)(F)F)NCCCN(C(OC(C)(C)C)=O)C